C(C1=CC(OC)=C(O)C=C1)C(C(C)O)O vanillyl-propylene glycol